3H-benzofuran O1CCC2=C1C=CC=C2